5-[[tert-butoxy(hydroxy)phosphoryl]carbonyl]-1H-indole-2-carboxylic acid C(C)(C)(C)OP(=O)(O)C(=O)C=1C=C2C=C(NC2=CC1)C(=O)O